3-[4-[3-[[(1R)-1-(2-chlorophenyl)ethoxy]carbonylamino]thiophen-2-yl]phenoxy]cyclohexane-1-carboxylic acid ClC1=C(C=CC=C1)[C@@H](C)OC(=O)NC1=C(SC=C1)C1=CC=C(OC2CC(CCC2)C(=O)O)C=C1